3-(p-tolyl)quinoline C1(=CC=C(C=C1)C=1C=NC2=CC=CC=C2C1)C